C(CCCCCCC\C=C/CCCCCC)=O (Z)-9-hexadecen-1-al